4-(2-methyl-1-propoxy)-3,5,6-trichloro-phthalonitrile CC(COC=1C(=C(C(C#N)=C(C1Cl)Cl)C#N)Cl)C